CN(S(=O)(=O)C)C1=C(C=CC=C1)NC1=NC=NC=C1 4-((2-(N-methylmethylsulfonamido)phenyl)amino)pyrimidin